1-{2-[1-(3-hydroxy-3-methylcyclobutyl)-7-(trifluoromethyl)-1H-1,3-benzimidazol-5-yloxy]ethyl}-1'H,4'H-spiro[piperidine-4,3'-quinolin]-2'-one OC1(CC(C1)N1C=NC2=C1C(=CC(=C2)OCCN2CCC1(C(NC3=CC=CC=C3C1)=O)CC2)C(F)(F)F)C